FC=1C(=NC(=NC1)NC1=NC=C(C=C1)C1CCN(CC1)C)C1=CC2=C(C3(N(C2=O)C)CCCC3)S1 2'-(5-Fluoro-2-((5-(1-methylpiperidin-4-yl)pyridin-2-yl)amino)pyrimidin-4-yl)-5'-methylspiro[cyclopentane-1,6'-thieno[2,3-c]pyrrol]-4'(5'H)-one